[Na].NCCS(=O)(=O)OCC(C)=O.[Na] sodium acetylmethyl taurate sodium